7-chloro-1,1-dimethyl-3-tosylpyrrolo[1,2-a]quinolin-2(1H)-one ClC=1C=C2C=CC=3N(C2=CC1)C(C(C3S(=O)(=O)C3=CC=C(C)C=C3)=O)(C)C